3-(3,5-dichlorophenyl)-3-(3,5-dimethyl-1-(2-(5,6,7,8-tetrahydro-1,8-naphthyridin-2-yl)ethyl)-1H-pyrazole-4-carboxamido)propionic acid ClC=1C=C(C=C(C1)Cl)C(CC(=O)O)NC(=O)C=1C(=NN(C1C)CCC1=NC=2NCCCC2C=C1)C